C(C)N(CC(=O)OC[C@H]1NCCN(C1)C1=CC(=CC=C1)Cl)C(C1=NC=C(C(=C1O)C)C1=CC2=CC=CC=C2C=C1)=O (S)-(4-(3-chlorophenyl)piperazin-2-yl)methanol ethyl-(3-hydroxy-4-methyl-5-(naphthalen-2-yl)picolinoyl)glycinate